8-nitro-3-(2,2,2-trifluoroethyl)imidazo[1,2-a]pyridine [N+](=O)([O-])C=1C=2N(C=CC1)C(=CN2)CC(F)(F)F